O=CCC[C@H]1C(NCCC1)=O (S)-1-oxo-3-((S)-2-oxopiperidin-3-yl)propan